magnesium 2-(tert-butyl)-2-heptylpropanoate C(C)(C)(C)C(C(=O)[O-])(C)CCCCCCC.[Mg+2].C(C)(C)(C)C(C(=O)[O-])(C)CCCCCCC